COC=1C=C(C=CC1)N1CCN(CC1)C(=O)C1=NN(C(C2=CC=CC=C12)=O)C(C)C 4-[[4-(3-methoxyphenyl)-1-piperazinyl]carbonyl]-2-(1-methylethyl)-(2H)-phthalazinone